7-bromo-1-methyl-4-methyleneisochromane BrC1=CC=C2C(COC(C2=C1)C)=C